CC(CCCC(=O)C=1N(C=CC1)C)CCC=C(C)C 5,9-dimethyl-1-(N-methyl-pyrrole-2-yl)deca-8-en-1-one